5-bromo-2-((4-fluorobenzyl)carbamoyl)benzyl (E)-N'-(3-chloro-4-fluorophenyl)carbamimidothioate ClC=1C=C(C=CC1F)\N=C(/N)\SCC1=C(C=CC(=C1)Br)C(NCC1=CC=C(C=C1)F)=O